ClC=1C(=NC=C(C1)[N+](=O)[O-])OC1=CC(=CC=C1)C(F)(F)F 3-chloro-5-nitro-2-(3-(trifluoromethyl)-phenoxy)pyridine